N-((2R,3S)-3-amino-2-hydroxy-4-phenylbutyl)-N-isopropyl-4-trifluoromethylbenzenesulfonamide N[C@H]([C@@H](CN(S(=O)(=O)C1=CC=C(C=C1)C(F)(F)F)C(C)C)O)CC1=CC=CC=C1